C(C=C=C)(=O)NCC1CCC(CC1)C(=O)[O-] 4-(buta-2,3-dienamidomethyl)cyclohexane-1-carboxylate